C(CCCCCCCCCCC)C(OC(OCCCN(C)C)=O)CCOC(CCCCCCC(CCCCCCCCC(=O)[O-])CCCCCCCCC(=O)[O-])=O 2-(9-dodecyl-2-methyl-7,13-dioxo-6,8,12-trioxa-2-azanonadecan-19-yl)propane-1,3-diyldioctanoate